C(CCNCCNCCN)[Si](OC)(OC)OC 4,7,10-triazadecyltrimethoxysilane